tert-butyl 2-(1-(4-((6-amino-2-butoxy-8-oxo-7,8-dihydro-9H-purin-9-yl)methyl)benzyl)piperidin-4-yl)ethylcarbamate NC1=C2NC(N(C2=NC(=N1)OCCCC)CC1=CC=C(CN2CCC(CC2)CCNC(OC(C)(C)C)=O)C=C1)=O